(3,3-difluoroazetidine-1-yl) ketone FC1(CN(C1)C(=O)N1CC(C1)(F)F)F